O=C1NC(CC[C@H]1N1C(C2=CC=C(C=C2C1)N1CCN(CC1)C(=O)N1CCN(CC1)C1=CC=C(C=C1)\C(=C(/CC)\C1=CC=CC=C1)\C1=CC=C(C=C1)B(O)O)=O)=O (R,E)-(4-(1-(4-(4-(4-(2-(2,6-dioxopiperidin-3-yl)-1-oxoisoindolin-5-yl)piperazine-1-carbonyl)piperazin-1-yl)phenyl)-2-phenylbut-1-en-1-yl)phenyl)boronic acid